1-methyl-2-methacryloyloxyethyl-acrylate CC(COC(C(=C)C)=O)OC(C=C)=O